ClC=1C=CC=C2C=CC=C(C12)C(=O)N1CC=2N=C(N=C(C2C1)N1C[C@@H](N(CC1)C(=O)OCC1=CC=CC=C1)CC#N)OC[C@H]1N(CCC1)C benzyl (S)-4-(6-(8-chloro-1-naphthoyl)-2-(((S)-1-methylpyrrolidin-2-yl)methoxy)-6,7-dihydro-5H-pyrrolo[3,4-d]pyrimidin-4-yl)-2-(cyanomethyl)piperazine-1-carboxylate